5,6,7,8-tetrahydro-6-[3-(trifluoromethyl)-1,2,4-triazolo[4,3-b]pyridazin-6-yl]-pyrido[4,3-d]pyrimidin-4(3H)-one FC(C1=NN=C2N1N=C(C=C2)N2CC1=C(N=CNC1=O)CC2)(F)F